α-chloroacrylate ClC(C(=O)[O-])=C